6'-(((1S,3S)-3-aminocyclopentyl)amino)-3-(difluoromethoxy)-2H-[1,3'-bipyridin]-2-one N[C@@H]1C[C@H](CC1)NC1=CC=C(C=N1)N1C(C(=CC=C1)OC(F)F)=O